C1(CC1)N(CC[C@@H](C(=O)O)NC(=O)OCC1=CC=C(C=C1)C(F)(F)F)CCCCC1=NC=2NCCCC2C=C1 (S)-4-(cyclopropyl(4-(5,6,7,8-tetrahydro-1,8-naphthyridin-2-yl)butyl)amino)-2-((((4-(trifluoromethyl)benzyl)oxy)carbonyl)amino)butanoic acid